N-((5-methylpiperidin-3-yl)methyl)methanesulfonamide tert-butyl-4-(5-(benzyloxy)-2,4-dimethylbenzofuran-3-carboxamido)-3,3-difluoropyrrolidine-1-carboxylate C(C)(C)(C)OC(=O)N1CC(C(C1)NC(=O)C1=C(OC2=C1C(=C(C=C2)OCC2=CC=CC=C2)C)C)(F)F.CC2CC(CNC2)CNS(=O)(=O)C